3-amino-2,4-dimethylpyridine NC=1C(=NC=CC1C)C